15,15,16,16-tetramethyl-2,5,8,11,14-pentaoxa-15-silaheptadecane C[Si](OCCOCCOCCOCCOC)(C(C)(C)C)C